2-(4,4-difluoropiperidin-1-yl)-4-(4-(ethylsulfonyl)-2-(6-azaspiro[2.5]octan-6-yl)benzamido)-N,N-difluoropiperidin-1-yl-Methylbenzamide FC1(CCN(CC1)C1N(CCC(C1)NC(C1=C(C=C(C=C1)S(=O)(=O)CC)N1CCC2(CC2)CC1)=O)C=1C(=C(C(=O)N(F)F)C=CC1)C)F